1-(4-(trifluoromethyl)benzyl)tetrahydropyrimidin-2(1H)-one FC(C1=CC=C(CN2C(NCCC2)=O)C=C1)(F)F